The molecule is an anthraquinone pigment obtained from the mould Aspergillus nidulans. It has a role as a metabolite and a biological pigment. C1=C(C(=C(C2=C1C(=O)C3=C(C2=O)C(=CC(=C3O)O)O)O)O)CO